2,2,2-trifluoro-N-(2-iodo-3-methoxyphenyl)acetamide FC(C(=O)NC1=C(C(=CC=C1)OC)I)(F)F